N1CC(C1)CN1C(C2=CC=3C(N(CC3C=C2C1)C1C(NC(CC1)=O)=O)=O)=O 2-(azetidin-3-ylmethyl)-6-(2,6-dioxopiperidin-3-yl)-2,3,5,6-tetrahydropyrrolo[3,4-f]isoindole-1,7-dione